1-Undecyl-2-ethylpyrrolidinium triflat [O-]S(=O)(=O)C(F)(F)F.C(CCCCCCCCCC)[NH+]1C(CCC1)CC